[C@H]12CN(C[C@H](CC1)N2)C2=NC(=NC1=CC(=CC=C21)C2=CC(=CC1=CC=CC=C21)O)OCC21CCCCN1CCCC2 4-(4-((1R,5S)-3,8-diazabicyclo[3.2.1]octan-3-yl)-2-((octahydro-9aH-quinolizin-9a-yl)methoxy)quinazolin-7-yl)naphthalen-2-ol